C(C)(C)C1=C(C=C(C=C1)OC)N1/C(/SCC1=O)=N/C(=O)NC1=CC(=C(C=C1)C1=NN(C=N1)C1=CC=C(C=C1)OC(F)(F)F)C (Z)-1-(3-(2-isopropyl-5-methoxyphenyl)-4-oxothiazolidin-2-ylidene)-3-(3-methyl-4-(1-(4-(trifluoromethoxy)phenyl)-1H-1,2,4-triazol-3-yl)phenyl)urea